NC=1C=2N(C=CN1)C(=NC2C)[C@@H](C)C=2C(=C(C(=C(C2)Cl)F)C(=O)N2C[C@H](CCC2)OC)OC(C)C (3-((S)-1-(8-amino-1-methylimidazo[1,5-a]pyrazin-3-yl)ethyl)-5-chloro-6-fluoro-2-isopropoxyphenyl)((S)-3-methoxypiperidin-1-yl)methanone